N(=[N+]=[N-])C1=CC=C2NC=C(C[C@H](N)C(=O)O)C2=C1 5-azidotryptophan